N[C@H](C(=O)O)CC1=CC=C(C=C1)C=1N=NN(C1)C (S)-2-amino-3-(4-(1-methyl-1H-1,2,3-triazol-4-yl)phenyl)propanoic acid